ethyl (2E,4E)-ethyl-4-(pyridin-2-ylimino)-2-butenoate C(C)/C(/C(=O)OCC)=C\C=N\C1=NC=CC=C1